bis(4-nitrobenzene) phosphite P(O)(O)O.[N+](=O)([O-])C1=CC=CC=C1.[N+](=O)([O-])C1=CC=CC=C1